2-bromo-N-(4-(trifluoromethyl)phenyl)propanamide BrC(C(=O)NC1=CC=C(C=C1)C(F)(F)F)C